1-(3,6-dihydropyridin-1(2H)-yl)ethan-1-one N1(CCC=CC1)C(C)=O